Disilicate [Si]([O-])([O-])([O-])O[Si]([O-])([O-])[O-]